FC=1C=C(C(=O)O)C=CC1N1[C@H](CCC1)C (S)-3-fluoro-4-(2-methylpyrrolidin-1-yl)benzoic acid